C(C)(C)(C)OC(=O)N1C[C@H]2CN(CC[C@@H]2C1)C1=C2C=C(NC2=C(C=C1F)C(N)=O)C trans-5-(7-carbamoyl-5-fluoro-2-methyl-1H-indol-4-yl)octahydro-2H-pyrrolo[3,4-c]pyridine-2-carboxylic acid tert-butyl ester